C1(CC1)NC(C1=C(C=CC(=C1)F)SC1=CC=C2C(=NNC2=C1)\C=C\C1=NC(=CC=C1)CCCN1CCCC1)=O N-cyclopropyl-5-fluoro-2-({3-[(E)-2-{6-[3-(pyrrolidin-1-yl)propyl]pyridin-2-yl}vinyl]-1H-indazol-6-yl}thio)benzamide